[N+](=O)([O-])C1=NN(C=C1)[C@H]1COCC1 3-nitro-1-[(3R)-oxolan-3-yl]pyrazole